C1CCC2=C(C=CC=C12)OC1=CC=C(C=C1)C1=NN(C2=C1C=NC=C2)[C@H]2CN(CC2)C(C=C)=O (R)-1-(3-(3-(4-((2,3-dihydro-1H-inden-4-yl)oxy)phenyl)-1H-pyrazolo[4,3-c]pyridin-1-yl)pyrrolidin-1-yl)prop-2-en-1-one